CS(=O)(=O)C=1N=CC2=C(N1)N(C(C=C2C#C[Si](C(C)C)(C(C)C)C(C)C)=O)C2CCC(CC2)NC(C)=O N-[(1r,4r)-4-{2-Methanesulfonyl-7-oxo-5-[2-(triisopropylsilyl)ethynyl]pyrido[2,3-d]pyrimidin-8-yl}cyclohexyl]acetamide